NC1C(C2=CC=CC=C2C1(C)C1=CC=C(C=C1)N)(C)C amino-3-(4'-aminophenyl)-1,1,3-trimethylindan